Cl.N[C@H](C(=O)O)CC1=CC=C(C=C1)C1=NOC(=N1)C1=CC=C(C=C1)Br (S)-2-amino-3-(4-(5-(4-bromophenyl)-1,2,4-oxadiazol-3-yl)phenyl)propanoic acid hydrochloride